(3-(oxazol-5-yl)-1-oxo-1-(((R)-4-phenyl-1-((3aS,4S,6S,7aR)-3a,5,5-trimethylhexahydro-4,6-methanobenzo[d][1,3,2]dioxaborol-2-yl)butyl)amino)propan-2-yl)pyrazine-2-carboxamide O1C=NC=C1CC(C(N[C@@H](CCCC1=CC=CC=C1)B1O[C@@]2([C@H](O1)C[C@H]1C([C@@H]2C1)(C)C)C)=O)C=1C(=NC=CN1)C(=O)N